Cl.F[C@H]1CNCCC1 (R)-3-fluoropiperidine hydrochloride salt